dimethyl (2,2,2-trifluoroethyl)phosphonate FC(CP(OC)(OC)=O)(F)F